(1H-benzotriazol-1-yloxy)(dimethylamino)-N,N-dimethylformamide hexafluorophosphate F[P-](F)(F)(F)(F)F.N1(N=NC2=C1C=CC=C2)OCN(C(=O)N(C)C)C